N1=C(C=NC=C1)C(=O)NC1=CC=C(C=C1)C(C(=O)O)CC 4-(2-pyrazinecarbonyl)aminophenylbutyric acid